4'-((4-(dibutylcarbamoyl)pyridine-2,6-diyl)bis(1H-1,2,3-triazole-4,1-diyl))bis(2-hydroxybenzoic acid) C(CCC)N(C(=O)C1=CC(=NC(=C1)C=1N=NN(C1)C=1C(=C(C(=O)O)C=CC1)O)C=1N=NN(C1)C=1C(=C(C(=O)O)C=CC1)O)CCCC